2,7-dibromo-9,9-bis((N,N-dimethylamino)ethanyl)fluorene BrC1=CC=2C(C3=CC(=CC=C3C2C=C1)Br)(CCN(C)C)CCN(C)C